4,4,5,5-tetramethyl-2-[3-(dibenzo[f,H]quinoxalin-2-yl)phenyl]-1,3,2-dioxaborolan CC1(OB(OC1(C)C)C1=CC(=CC=C1)C1=NC2=C3C(=C4C(=C2N=C1)C=CC=C4)C=CC=C3)C